Methyl 3-(3-(4-(acetoxylmethyl)phenoxy)azetidin-1-yl)-2-(1H-pyrrol-1-yl)benzoate O(C(=O)C)CC1=CC=C(OC2CN(C2)C=2C(=C(C(=O)OC)C=CC2)N2C=CC=C2)C=C1